cymene ruthenium chloride [Ru](Cl)(Cl)Cl.C1(=CC=C(C=C1)C)C(C)C